(6-(2,5-dioxo-2,5-dihydro-1H-pyrrol-1-yl)hexanoyl)-L-prolyl-L-leucylglycyl-L-leucyl-L-alanylglycine O=C1N(C(C=C1)=O)CCCCCC(=O)N1[C@@H](CCC1)C(=O)N[C@@H](CC(C)C)C(=O)NCC(=O)N[C@@H](CC(C)C)C(=O)N[C@@H](C)C(=O)NCC(=O)O